C(CCCC=CCCCCC=CCC=CCC=CCC)(=O)O 5,11,14,17-Icosatetraenoic acid